cis-2-(2-oxabicyclo[2.1.1]hex-4-yl)-N-(1-(2-fluorocyclopropyl)-2-oxo-1,2-dihydropyridin-3-yl)-7-isopropoxyimidazo[1,2-a]pyrimidine-6-carboxamide C12OCC(C1)(C2)C=2N=C1N(C=C(C(=N1)OC(C)C)C(=O)NC=1C(N(C=CC1)[C@H]1[C@H](C1)F)=O)C2